4-chlorophenyl-3-nitro-3-vinyl-butyraldehyde ClC1=CC=C(C=C1)C(C=O)C(C)(C=C)[N+](=O)[O-]